C(C)(C)(C)OC(=O)N1CCN(CC1)C1=NC(=C(C=N1)N)C=1C=NC2=CC=CC=C2C1 4-(5-amino-6-(quinolin-3-yl)pyrimidin-2-yl)piperazine-1-carboxylic acid tert-butyl ester